ClC1=CC2=C(C=N1)C(=NN2C2=NC=CC(=C2)C(C)(F)F)N2CCOCC2 4-(6-chloro-1-(4-(1,1-difluoroethyl)pyridin-2-yl)-1H-pyrazolo[4,3-C]pyridin-3-yl)morpholine